O=C1NC(CCC1N1C(C2=CC=CC(=C2C1=O)NCC(=O)O)=O)=O 2-(2-(2,6-dioxopiperidin-3-yl)-1,3-dioxoisoindolin-4-ylamino)acetic acid